CS(=O)(=O)OC(C(F)F)C 1,1-difluoropropan-2-yl methanesulfonate